The molecule is a 17beta-hydroxy steroid that is testosterone in which the 17beta hydrogen is replaced by an ethynyl group. Ethisterone was the first orally active progestin and is a metabolite of danazol. It has a role as a progestin and a drug metabolite. It is a 17beta-hydroxy steroid, a 3-oxo-Delta(4) steroid, a terminal acetylenic compound and a tertiary alcohol. It derives from a testosterone. C[C@]12CCC(=O)C=C1CC[C@@H]3[C@@H]2CC[C@]4([C@H]3CC[C@]4(C#C)O)C